1-amino-3-(3-chloro-10,11-dihydro-5H-dibenzo[b,f]azepin-5-yl)propan-2-ol NCC(CN1C2=C(CCC3=C1C=CC=C3)C=CC(=C2)Cl)O